3α,7α,12α-trihydroxycholanoic acid O[C@H]1CC2C[C@H]([C@H]3[C@@H]4CC[C@H]([C@@H](CCC(=O)O)C)[C@]4([C@H](C[C@@H]3[C@]2(CC1)C)O)C)O